NC=1C(=NN(C1C(=O)N)C1=CC=C(C=C1)CNC(C1=C(C=CC=C1)OC)=O)C1CCCC1 4-amino-3-cyclopentyl-1-(4-((2-methoxybenzamido)methyl)phenyl)-1H-pyrazole-5-carboxamide